N-[2-(ethanesulfonyloxy)phenyl]-N'-[2-(propanesulfonyloxy)phenyl]urea C(C)S(=O)(=O)OC1=C(C=CC=C1)NC(=O)NC1=C(C=CC=C1)OS(=O)(=O)CCC